5-(4-(tert-butyl)phenyl)-1H-indazol-3-amine C(C)(C)(C)C1=CC=C(C=C1)C=1C=C2C(=NNC2=CC1)N